((7R)-7-Amino-2-azabicyclo[2.2.1]heptan-2-yl)(2-(1-(cyclopropylmethyl)-6-(2-fluoro-3-hydroxyphenyl)-1H-pyrrolo[2,3-b]pyridin-2-yl)-3-methylpyrazolo[1,5-a]pyrimidin-6-yl)methanone N[C@H]1C2N(CC1CC2)C(=O)C=2C=NC=1N(C2)N=C(C1C)C1=CC=2C(=NC(=CC2)C2=C(C(=CC=C2)O)F)N1CC1CC1